FC1=CC=C(C=C1)S(=O)(=NC1=C(N=C2N1C=CC(=C2)C2=NOC(=N2)C(F)(F)F)C)C (4-fluorophenyl)(methyl)((2-methyl-7-(5-(trifluoromethyl)-1,2,4-oxadiazol-3-yl)imidazo[1,2-a]pyridin-3-yl)imino)-λ6-sulfanone